CN1N=NN=C1SC1=C(C(=O)NC2=CC=C(C=C2)C2=CC(=NN2C)C(F)(F)F)C=C(C=C1)[N+](=O)[O-] 2-[(1-methyl-1H-1,2,3,4-tetrazol-5-yl)sulfanyl]-N-{4-[1-methyl-3-(trifluoromethyl)-1H-pyrazol-5-yl]phenyl}-5-nitrobenzamide